ClC(CCCC(CN)[N+](=O)[O-])Cl 5-dichloroethyl-3-nitroazapentane